C(C)(=O)N1[C@@H](CN(CC1)C(C=C)=O)C1=CC(=NC(=C1)Cl)C=1C=C(C(=O)NC)C=C(C1)F (R)-3-(4-(1-acetyl-4-acryloylpiperazin-2-yl)-6-chloropyridin-2-yl)-5-fluoro-N-methylbenzamide